OC(C[NH-])(C)C N-(2-hydroxy-2-methyl-propyl)amid